Cl.N1(CCCCC1)C(=O)C1=CC=C(C=C1)OCC1CCNCC1 (piperidin-1-yl)[4-(piperidin-4-ylmethoxy)phenyl]methanone hydrochloride